3-(3-amino-5-(4-amino-4-methylpiperidin-1-yl)-6-(1,3,4-oxadiazol-2-yl)pyrazin-2-yl)-N,N-dimethylbenzamide NC=1C(=NC(=C(N1)N1CCC(CC1)(C)N)C=1OC=NN1)C=1C=C(C(=O)N(C)C)C=CC1